CC([C@H](C(=O)OCC1=CC=CC=C1)OS(=O)(=O)C(F)(F)F)C Benzyl (R)-3-Methyl-2-(((Trifluoromethyl)Sulfonyl)Oxy)Butanoate